ClC1=C(C=CC=C1)N1C=2N(C3=C(C1=O)C=NC(=N3)NC3=CC=C(C=C3)CN3CCCC3)C=CN2 6-(2-chlorophenyl)-2-{[4-(pyrrolidin-1-ylmethyl)phenyl]amino}imidazo[1,2-a]pyrimido[5,4-e]pyrimidin-5(6H)-one